5-[(Z)-(5-chloro-2-oxo-1,2-dihydro-3H-indol-3-ylidene)methyl]-N-[2-(diethylamino)ethyl]-2,4-dimethyl-1H-pyrrole-3-carboxamide ClC=1C=C2/C(/C(NC2=CC1)=O)=C/C1=C(C(=C(N1)C)C(=O)NCCN(CC)CC)C